C(C)(C)(C)OC(=O)NC1CCN(CC1)CC1=C(OCC2=CC=C(C(=O)OC)C=C2)C=CC=C1 methyl 4-{2-[(4-{[(tert-butoxy)carbonyl]amino} piperidin-1-yl)methyl] phenoxy methyl}benzoate